Methyl (S)-2-((((9H-fluoren-9-yl)methoxy)carbonyl)amino)-3-(2-((4-(trifluoromethyl)phenyl)thio)-1H-indol-3-yl)propanoate C1=CC=CC=2C3=CC=CC=C3C(C12)COC(=O)N[C@H](C(=O)OC)CC1=C(NC2=CC=CC=C12)SC1=CC=C(C=C1)C(F)(F)F